B([O-])([O-])[O-].[K+].C(CCCCCCC(C)C)C(CCC)(CCC)CCCCCCCC(C)C.[K+].[K+] di(isodecyl)heptane potassium borate